racemic-trans-N1,N2-dimethylcyclohexane-1,2-diamine CN[C@H]1[C@@H](CCCC1)NC |r|